8-fluoro-2-(((2R,7aS)-2-fluorotetrahydro-1H-pyrrolizin-7a(5H)-yl)methoxy)-7-(8-methylnaphthalen-1-yl)pyrido[4,3-d]pyrimidin-4-amine FC1=C(N=CC2=C1N=C(N=C2N)OC[C@]21CCCN1C[C@@H](C2)F)C2=CC=CC1=CC=CC(=C21)C